(S)-4-(4-acryloyl-2-methylpiperazin-1-yl)-5-fluoro-7-(2-fluoro-6-hydroxyphenyl)-1-(6-methyl-2-isopropyl-phenyl)pyrido[2,3-d]pyrimidin-2(1H)-one C(C=C)(=O)N1C[C@@H](N(CC1)C=1C2=C(N(C(N1)=O)C1=C(C=CC=C1C)C(C)C)N=C(C=C2F)C2=C(C=CC=C2O)F)C